FC=1C=C(C=C(C1OC1=CC(=CC=C1)F)F)CO (3,5-difluoro-4-(3-fluorophenoxy)phenyl)methanol